2,5-di-m-tolylselenophene C1(=CC(=CC=C1)C=1[Se]C(=CC1)C=1C=C(C=CC1)C)C